CSC1=C2C=CC=NC2=CC=C1SC 5,6-dimethylthioquinoline